4-fluoro-1-[2-(3-methyl-1,2,4-oxadiazol-5-yl)acetyl]-N-{phenyl-[4-(propan-2-yl)phenyl]methyl}pyrrolidine-2-carboxamide FC1CC(N(C1)C(CC1=NC(=NO1)C)=O)C(=O)NC(C1=CC=C(C=C1)C(C)C)C1=CC=CC=C1